3-Chloro-5-phenylpyrazine-2-carbonitrile ClC=1C(=NC=C(N1)C1=CC=CC=C1)C#N